potassium fluoroaluminate F[Al-](F)(F)F.[K+]